(S)-tert-butyl-2-amino-3-cyano-7-methyl-4,5-dihydrothieno[2,3-c]pyridine C(C)(C)(C)[C@H]1C2=C(C(=NC1)C)SC(=C2C#N)N